4-(1-(4-((5-bromo-4-((5-(dimethylphosphoryl)-2-ethylquinazolin-6-yl)amino)pyrimidin-2-yl)amino)-5-ethoxy-2-ethylphenyl)piperidin-4-yl)piperazin BrC=1C(=NC(=NC1)NC1=CC(=C(C=C1OCC)N1CCC(CC1)N1CCNCC1)CC)NC=1C(=C2C=NC(=NC2=CC1)CC)P(=O)(C)C